6-fluoro-4-(2-(((2R,7aS)-2-fluorotetrahydro-1H-pyrrolizin-7a(5H)-yl)methoxy)-5-((2-hydroxyethyl)(methyl)amino)pyrido[4,3-d]pyrimidin-7-yl)-5-((triisopropylsilyl)ethynyl)naphthalen-2-ol FC=1C(=C2C(=CC(=CC2=CC1)O)C1=CC=2N=C(N=CC2C(=N1)N(C)CCO)OC[C@]12CCCN2C[C@@H](C1)F)C#C[Si](C(C)C)(C(C)C)C(C)C